(2R,4R)-1-(tert-butoxycarbonyl)-4-((4,5-dibromothien-2-yl)methyl)pyrrolidine-2-carboxylic acid C(C)(C)(C)OC(=O)N1[C@H](C[C@@H](C1)CC=1SC(=C(C1)Br)Br)C(=O)O